L-6-cyano-(5R)-hydroxy-3-carbonyl-hexanoic acid tert-butyl ester C(C)(C)(C)OC([C@H](C(CCCC#N)=C=O)O)=O